N-(5-Chloro-6-(2H-1,2,3-triazol-2-yl)pyridin-3-yl)-1-(2-methylimidazo[1,2-a]-pyridin-5-yl)-5-(trifluoromethyl)-1H-pyrazol-4-carboxamid ClC=1C=C(C=NC1N1N=CC=N1)NC(=O)C=1C=NN(C1C(F)(F)F)C1=CC=CC=2N1C=C(N2)C